FC(C1=NN=C(O1)C1=CC=C(CN2C(N(C3=C2C=CC=C3)C3CCN(CC3)C)=O)C=C1)F 1-(4-(5-(difluoromethyl)-1,3,4-oxadiazole-2-yl)benzyl)-3-(1-methylpiperidine-4-yl)-1,3-dihydro-2H-benzo[d]imidazole-2-one